tert-butyl 3-(2,2,2-trifluoro-1-(((methylthio)carbonothioyl)oxy)ethyl)-7,8-dihydro-1,6-naphthyridine-6(5H)-carboxylate FC(C(OC(=S)SC)C=1C=NC=2CCN(CC2C1)C(=O)OC(C)(C)C)(F)F